OC1=CC=C(C=N1)S(=O)(=O)O 6-hydroxy-3-pyridinesulfonic acid